BrC1=CC=2N(C=C1)N=C(N2)C(=O)N 7-bromo-[1,2,4]triazolo[1,5-a]pyridine-2-carboxamide